3-(7-(2-(4-(4-aminobutyl)piperazin-1-yl)-2-oxoethoxy)-1-methyl-1H-indazol-3-yl)piperidine-2,6-dione NCCCCN1CCN(CC1)C(COC=1C=CC=C2C(=NN(C12)C)C1C(NC(CC1)=O)=O)=O